FC=1C=C2N(CCN(C2=CC1)C(=O)NCC1CN(CC1)C)C1=CC=C(C=C1)F 6-fluoro-4-(4-fluorophenyl)-N-((1-methylpyrrolidine-3-yl)methyl)-3,4-dihydroquinoxaline-1(2H)-carboxamide